C1(CC1)C=1C(=NC=CN1)CN1C(C(=CC2=CC=C(N=C12)C)C1CCC(CC1)C1=C(C=CC=C1C)F)=O.[Al].[Mg] magnesium Aluminum 1-((3-cyclopropylpyrazin-2-yl)methyl)-3-((1r,4r)-4-(2-fluoro-6-methylphenyl)cyclohexyl)-7-methyl-1,8-naphthyridin-2(1H)-one